CC1=CC=CC=C1C=O Tolualdehyde